(2S)-2-[[2-[(1,1-dioxo-2H-thiochromen-6-yl)amino]-5-(1,2,4-oxadiazol-5-yl)pyrimidin-4-yl]amino]-2-phenyl-ethanol O=S1(CC=CC2=CC(=CC=C12)NC1=NC=C(C(=N1)N[C@H](CO)C1=CC=CC=C1)C1=NC=NO1)=O